C\C(=C/C(=O)OC(COC(CCCC[C@H]1SSCC1)=O)CO)\C=C\C=C(\C=C\C1=C(CCCC1(C)C)C)/C 1-((5-((R)-1,2-Dithiolan-3-yl)pentanoyl)oxy)-3-hydroxypropan-2-yl (2E,4E,6E,8E)-3,7-dimethyl-9-(2,6,6-trimethylcyclohex-1-en-1-yl)nona-2,4,6,8-tetraenoate